ClC1=CC=C2C=CN3C2=C1C1=CC(CN(C1C3)C)C(=O)N(CC)CC Racemic-1-chloro-N,N-diethyl-8-methyl-7a,8,9,10-tetrahydro-7H-indolo[7,1-fg][1,7]naphthyridine-10-carboxamide